tricyclooctadecyl phosphate P(=O)(OC1CCCCCCCCCCCCCCCCC1)(OC1CCCCCCCCCCCCCCCCC1)OC1CCCCCCCCCCCCCCCCC1